3-(2,2,2-trifluoroethyl)cyclopentane-1-carboxamide FC(CC1CC(CC1)C(=O)N)(F)F